benzyl (2R)-3-[4-(4,4-dimethylcyclohex-1-en-1-yl)phenyl]-2-hydroxypropanoate CC1(CC=C(CC1)C1=CC=C(C=C1)C[C@H](C(=O)OCC1=CC=CC=C1)O)C